FC=1C=C(C=C(C1)F)C=1N=CN2C1C(=C(C=C2)S(=O)(=O)C)C (3,5-difluorophenyl)-8-methyl-7-(methylsulfonyl)imidazo[1,5-a]pyridine